8-(pyridazin-4-ylmethyl)-3,8-diazabicyclo[3.2.1]octane N1=NC=C(C=C1)CN1C2CNCC1CC2